Samarium-strontium-cobalt [Co].[Sr].[Sm]